CN(CC[C@H](CCC1=CC=CC=C1)OC1=C(C=C(C=C1)S(=O)(=O)NC(=O)C1(CCCCC1)F)[N+](=O)[O-])C (S)-N-((4-((1-(DIMETHYLAMINO)-5-PHENYLPENTAN-3-YL)OXY)-3-NITROPHENYL)SULFONYL)-1-FLUOROCYCLOHEXANE-1-CARBOXAMIDE